Cl.OCCN(CCO)CCCCCCCC\C=C/CCCCCCCC N,N-bis(2-hydroxyethyl)oleylamine hydrochloride